1-(5-chloro-2-methoxyphenyl)-3-methoxy-6-(pyrazolo[1,5-a]pyrimidin-3-yl)-1H-pyrazolo[4,3-c]pyridine ClC=1C=CC(=C(C1)N1N=C(C=2C=NC(=CC21)C=2C=NN1C2N=CC=C1)OC)OC